OC1C(CCCC1)NC1=NC=C(C(=N1)N1C=C(C=C1)C(=O)NC(CO)C1=CC(=C(C=C1)F)Cl)C 1-(2-((2-hydroxycyclohexyl)amino)-5-methylpyrimidin-4-yl)-N-(1-(3-chloro-4-fluorophenyl)-2-hydroxyethyl)-1H-pyrrole-3-carboxamide